FC=1C=CC(=NC1)NC(C1=NC(=CC(=C1)C1=NOC(=N1)C(F)(F)F)C)=O N-(5-fluoropyridin-2-yl)-6-methyl-4-(5-(trifluoromethyl)-1,2,4-oxadiazol-3-yl)picolinamide